C(=C)C1=CC=C(C=C1)B(O)O 4-vinylbenzeneboronic acid